S1C(=NC2=C1C=CC=C2)NC(CC2=CC(=C(OC1=C(C(=O)N)C=CC=N1)C=C2)F)=O 2-(4-(2-(benzo[d]thiazol-2-ylamino)-2-oxoethyl)-2-fluorophenoxy)nicotinamide